(rac)-(2s,4s)-2-((3r,4r)-3-methyl-4-(4-(trifluoromethyl)phenyl)piperidine-1-carbonyl)-7-oxa-5-azaspiro[3.4]octan-6-one C[C@H]1CN(CC[C@H]1C1=CC=C(C=C1)C(F)(F)F)C(=O)C1CC2(C1)NC(OC2)=O |r|